2-(4-bromo-3-fluorophenyl)ethan-1-ol BrC1=C(C=C(C=C1)CCO)F